7-((R)-4-acryloyl-3-((methyl-sulfonyl)methyl)piperazin-1-yl)-9-chloro-10-(2,4-difluorophenyl)-2,3-dihydro-5H-[1,4]thiazino[2,3,4-ij]quinazolin-5-one C(C=C)(=O)N1[C@H](CN(CC1)C1=NC(N2C3=C(C(=C(C=C13)Cl)C1=C(C=C(C=C1)F)F)SCC2)=O)CS(=O)(=O)C